γ-(N,N-diethyl)aminopropyl-trimethoxysilane ethyl-2-((tert-butoxycarbonyl)amino)-4-methylthiazole-5-carboxylate C(C)OC(=O)C1=C(N=C(S1)NC(=O)OC(C)(C)C)C.C(C)N(CC)CCC[Si](OC)(OC)OC